O=C1NC(CCC1N1C(C2=CC=C(C=C2C1)O[C@H]1[C@H](CCCC1)NCC12CC(C1)(C2)C#N)=O)=O 3-((((1S,2R)-2-((2-(2,6-dioxopiperidin-3-yl)-1-oxoisoindolin-5-yl)oxy)cyclohexyl)amino)methyl)bicyclo[1.1.1]pentane-1-carbonitrile